N-benzyl-N-(3-imidazolylpropyl)-N-methylamine C(C1=CC=CC=C1)N(C)CCCC=1NC=CN1